COC=1C=C(C(=O)[O-])C=CC1 (E)-3-methoxybenzoate